N'-(4-(3-((2-bromo-4-fluorobenzyl)oxy)oxetan-3-yl)-5-methoxy-2-methylphenyl)-N-ethyl-N-methylformimidamide BrC1=C(COC2(COC2)C2=CC(=C(C=C2OC)N=CN(C)CC)C)C=CC(=C1)F